ethyl {3-[(1R)-1-{[6-(1-acetyl-4-oxo-1,4lambda5-azaphosphinan-4-yl)-2-methylpyrido[3,4-d]pyrimidin-4-yl]amino}ethyl]-2-fluorophenyl}(difluoro)acetate C(C)(=O)N1CCP(CC1)(=O)C1=CC2=C(N=C(N=C2N[C@H](C)C=2C(=C(C=CC2)C(C(=O)OCC)(F)F)F)C)C=N1